C(C)(C)(C)C1(CC=CC(=C1O)C(C)(C)C)C 2,6-di-t-butyl-cresol